[I-].C(=[NH2+])N formamidinium iodide salt